tert-butyl 3-(2,3-dichlorophenyl)-3-((methylsulfonyl)oxy)azetidine-1-carboxylate ClC1=C(C=CC=C1Cl)C1(CN(C1)C(=O)OC(C)(C)C)OS(=O)(=O)C